Methyl [5-Bromo-3-((S)-1-methyl-2-oxo-ethyl)-2,4-dioxo-3,4-dihydro-2H-pyrimidin-1-yl]-acetate BrC=1C(N(C(N(C1)CC(=O)OC)=O)[C@H](C=O)C)=O